9-benzyloxy-5-(3,4-difluorophenyl)-4,4-dimethyl-spiro[3H-pyrano[4,3-b]indole-1,3'-cyclobutane]-1'-ol C(C1=CC=CC=C1)OC=1C=2C3=C(N(C2C=CC1)C1=CC(=C(C=C1)F)F)C(COC31CC(C1)O)(C)C